ClCC(=O)OCC(=O)[C@]1(CC[C@H]2[C@@H]3CCC4=CC(CCC4(C3=CCC12C)C)=O)O 2-((8S,14S,17R)-17-hydroxy-10,13-dimethyl-3-oxo-2,3,6,7,8,10,12,13,14,15,16,17-dodecahydro-1H-cyclopenta[a]phenanthren-17-yl)-2-oxoethyl 2-chloroacetate